COC1=CC=C(CSC2=CC(N(C=C2)C)=O)C=C1 4-((4-methoxybenzyl)thio)-1-methylpyridin-2(1H)-one